(S)-N-((S)-(5-fluoro-6-(trifluoromethyl)pyridin-2-yl)(4-(trifluoromethoxy)phenyl)methyl)-2-oxoimidazolidine-4-carboxamide FC=1C=CC(=NC1C(F)(F)F)[C@@H](NC(=O)[C@H]1NC(NC1)=O)C1=CC=C(C=C1)OC(F)(F)F